C(C)(C)(C)S(=O)N[C@@H]1C(=CCC12CCN(CC2)C(=O)OC(C)(C)C)C2CC2 tert-butyl (S)-1-((tert-butylsulfinyl) amino)-2-cyclopropyl-8-azaspiro[4.5]dec-2-ene-8-carboxylate